FC1=CC=C(C(=N1)C)OC1=CN=C(C(=C1C(=O)O)C)C(F)(F)F 5-((6-Fluoro-2-methylpyridin-3-yl)oxy)-3-methyl-2-(trifluoromethyl)isonicotinic acid